7-((4-(4,4-difluoropiperidin-1-yl)-2-methylphenyl)amino)-2H-benzo[b][1,4]oxazin-3(4H)-one FC1(CCN(CC1)C1=CC(=C(C=C1)NC=1C=CC2=C(OCC(N2)=O)C1)C)F